Tert-butyl (S)-2-((S)-1-(tert-butoxycarbonyl)pyrrolidin-2-yl)-5-chloro-6-fluoro-2-phenyl-4-(4,4,5,5-tetramethyl-1,3,2-dioxaborolan-2-yl)indoline-1-carboxylate C(C)(C)(C)OC(=O)N1[C@@H](CCC1)[C@@]1(N(C2=CC(=C(C(=C2C1)B1OC(C(O1)(C)C)(C)C)Cl)F)C(=O)OC(C)(C)C)C1=CC=CC=C1